FC1=C(C(=CC=C1)F)N1N=C(C=CC1=O)C(=O)NC1=C(C2=C(N(C(=N2)C(C)C)C)C=C1)N1C[C@@H](CC1)NC(OC(C)(C)C)=O tert-butyl (R)-(1-(5-(1-(2,6-difluorophenyl)-6-oxo-1,6-dihydropyridazine-3-carboxamido)-2-isopropyl-1-methyl-1H-benzo[d]imidazol-4-yl)pyrrolidin-3-yl)carbamate